C(CC(O)(C(=O)O)CC(=O)[O-])(=O)[O-].C(C)[P+](CC)(CC)CC.C(C)[P+](CC)(CC)CC bis-tetraethylphosphonium citrate